1-(4-(2-bromo-5-fluorophenyl)piperazin-1-yl)propan-1-one BrC1=C(C=C(C=C1)F)N1CCN(CC1)C(CC)=O